CC1(CCC2=C(CC1)C=C(C=C2)C=2C=C1C(=NC2)NN=C1C=1C=CC(=NC1)C(C)(C)O)N1[C@@H](CCC1)C 2-[5-(5-{7-Methyl-7-[(2R)-2-methylpyrrolidin-1-yl]-6,7,8,9-tetrahydro-5H-benzo[7]annulen-2-yl}-1H-pyrazolo[3,4-b]pyridin-3-yl)pyridin-2-yl]propan-2-ol